ethyl 2-(4,4,4-trifluorobutyl)-2H-1,2,3-triazole-4-carboxylate FC(CCCN1N=CC(=N1)C(=O)OCC)(F)F